((R)-4-acryloyl-3-methylpiperazin-1-yl)-7-(2-amino-6-chloro-3,4,5-trifluorophenyl)-6-chloro-1-(2-isopropyl-4-methylpyridin-3-yl)-2-oxo-1,2-dihydro-1,8-naphthyridine-3-carbonitrile C(C=C)(=O)N1[C@@H](CN(CC1)C1=C(C(N(C2=NC(=C(C=C12)Cl)C1=C(C(=C(C(=C1Cl)F)F)F)N)C=1C(=NC=CC1C)C(C)C)=O)C#N)C